C1=CC=CC=2C3=CC=CC=C3C(C12)COC(=O)N[C@H](C(=O)N([C@H](C(=O)N1[C@@H](CCC1)C(=O)O)C(C)C)C)[C@H](CC)C (2S)-1-[(2S)-2-[[(2S,3S)-2-(9H-fluoren-9-ylmethoxycarbonylamino)-3-methylpentanoyl]-methylamino]-3-methylbutanoyl]pyrrolidine-2-carboxylic acid